4-(cis-2,2-dimethyl-3-(4-(trifluoromethyl)phenyl)cyclobutoxy)-2-methyl-1-nitrobenzene CC1([C@H](C[C@H]1C1=CC=C(C=C1)C(F)(F)F)OC1=CC(=C(C=C1)[N+](=O)[O-])C)C